methyl 6-[2-(tert-butoxycarbonylamino)ethyl]naphthalene-2-carboxylate C(C)(C)(C)OC(=O)NCCC=1C=C2C=CC(=CC2=CC1)C(=O)OC